para-menthyl hydroperoxide C1(CC(C(CC1)C(C)C)OO)C